3-chloro-6-((1S,2S)-2-(4,4,5,5-tetramethyl-1,3,2-dioxaborolan-2-yl)cyclopropyl)-1-(2,2,2-trifluoroethyl)-1H-indazole ClC1=NN(C2=CC(=CC=C12)[C@@H]1[C@H](C1)B1OC(C(O1)(C)C)(C)C)CC(F)(F)F